2,6-dideoxy-3-methyl-D-ribo-hexose C[C@@](CC=O)(O)[C@H](O)[C@H](O)C